COCCCOCC=1C=C2C=C(NC2=C(C1)N)C1=CC=CC=C1 5-((3-methoxypropoxy)methyl)-2-phenyl-1H-indol-7-amine